NC(C)(C1=CC=CC=C1)C1=NN(C2=CN=C(C=C21)NC2=CC=C1C(=N2)CC(OC1=O)(C)C)C1CC1 2-((3-(1-amino-1-phenylethyl)-1-cyclopropyl-1H-pyrazolo[3,4-c]pyridin-5-yl)amino)-7,7-dimethyl-7,8-dihydro-5H-pyrano[4,3-b]pyridin-5-one